FC1(CCC2=C1N=C(N=C2C=2C=C1CC[C@]3(C1=CC2)C(N(C(N3)=O)C)=O)N3[C@H]([C@@H](C3)O)C)F (5S)-5'-[7,7-difluoro-2-[(2S,3R)-3-hydroxy-2-methyl-azetidin-1-yl]-5,6-dihydrocyclopenta[d]pyrimidin-4-yl]-3-methyl-spiro[imidazolidine-5,1'-indane]-2,4-dione